[N-](S(=O)(=O)C(F)(F)F)S(=O)(=O)C(F)(F)F.C(CC)N1CN(C=C1)C 1-propyl-3-methyl-imidazole bis(trifluoromethylsulfonyl)imide salt